C(C)(=O)OC1=C(C2=CC=CC=C2C=C1)C#CC1=C(C(=O)OC)C=CC=C1 methyl 2-((2-acetoxynaphthalen-1-yl)ethynyl)benzoate